Bis(7-(nonanoyloxy)heptyl) 2-(((2-(dimethylamino)ethoxy)carbonyl)oxy)pentanedioate CN(CCOC(=O)OC(C(=O)OCCCCCCCOC(CCCCCCCC)=O)CCC(=O)OCCCCCCCOC(CCCCCCCC)=O)C